CC1=NC(=CC=C1OC1=CC(=NC=C1)NC1=CC=C(C=C1)S(=O)(=O)N)C 4-[[4-[(2,6-Dimethyl-3-pyridinyl)oxy]-2-pyridinyl]amino]benzenesulfonamide